C(C)OC(C=1C(C(=O)OCC)=CC=CC1)=O phthalic acid Diethyl Ester